FC1=C(C=CC(=C1)F)C1=CC=C(C=C1)C(=O)O 2',4'-difluoro-[1,1'-biphenyl]-4-carboxylic acid